1-isobutyl-6-(4-methoxypyrrolo[2,1-f][1,2,4]triazin-5-yl)-2-methyl-1H-imidazo[4,5-b]pyridine C(C(C)C)N1C(=NC2=NC=C(C=C21)C=2C=CN1N=CN=C(C12)OC)C